O=C1NOC2=C1C=C(C=C2)S(=O)(=O)N 3-oxo-2,3-dihydrobenzo[d]isoxazole-5-sulfonamide